2-(3-(3-(pyridin-2-yl)phenoxy)phenyl)pyridinebenzyl-4-(carbazol-9-yl)benzothiazol-2-amine N1=C(C=CC=C1)C=1C=C(OC=2C=C(C=CC2)C2(NC=CC=C2)C2=CC=CC=C2CC=2C=CC3=C(N=C(S3)N)C2N2C3=CC=CC=C3C=3C=CC=CC23)C=CC1